2-[3-[[(3R)-1-ethyl-3-piperidinyl]amino]-5-methyl-1,2,4-triazin-6-yl]-5-fluoro-phenol C(C)N1C[C@@H](CCC1)NC=1N=NC(=C(N1)C)C1=C(C=C(C=C1)F)O